C=1C=NC2=NC=C3C=NC(C=C3C21)=O 8H-pyrrolo[2,3-c]-2,7-naphthyridin-8-one